P1(=O)(OCCO1)OCC Ethylene Ethyl Phosphate